OS(=O)(=O)C(F)(F)F.NCCC[Si](OCC)(OCC)OCC aminopropyl-triethoxysilane triflate